2-(5-bromo-7,8-dichloro-1,2,4,9-tetrahydrospiro[carbazole-3,2'-[1,3]dioxolan]-1-yl)-N-methoxy-N-methylacetamide BrC1=C2C=3CC4(OCCO4)CC(C3NC2=C(C(=C1)Cl)Cl)CC(=O)N(C)OC